NC1=C(C=C(C=N1)C=1C=C(C(=O)O)C=CC1)OC(C)C1=C(C=CC=C1Cl)Cl 3-{6-amino-5-[1-(2,6-dichloro-phenyl)-ethoxy]-pyridin-3-yl}-benzoic acid